C(C1=CC=CC=C1)N[C@@H](C(=O)OCC1=CC=CC=C1)CC(=O)N1CCOCC1 benzyl (R)-2-(benzyl amino)-4-morpholino-4-oxobutanoate